[N].[C].[B].[Ti] titanium boron carbon nitrogen